N1N=NC(=C1)CNC(=O)[C@H]1N2C3=C(C=CC=C3C1)CC[C@@H](C2=O)NC([C@H](C(C)C)NC(C2=CC(=CC=C2)C)=O)=O (2S,5S)-5-[(S)-3-Methyl-2-(3-methyl-benzoylamino)-butyrylamino]-4-oxo-1,2,4,5,6,7-hexahydro-azepino[3,2,1-hi]indole-2-carboxylic acid (1H-[1,2,3]triazol-4-ylmethyl)-amide